C(C)(C)(C)OC(=O)N1CCC(CC1)[C@H]1CN(CC1)C1=CC2=C(N(C(N2C)=O)C2C(NC(CC2)=O)=O)C=C1 4-[(3S)-1-[1-(2,6-dioxopiperidin-3-yl)-3-methyl-2-oxo-1,3-benzodiazol-5-yl]pyrrolidin-3-yl]piperidine-1-carboxylic acid tert-butyl ester